2-[((2-methyl-4-phenylphenyl)methoxy)imino]Malononitrile CC1=C(C=CC(=C1)C1=CC=CC=C1)CON=C(C#N)C#N